IC1=C(CN2N=C(C3=CC=C(C=C23)[N+](=O)[O-])C)C(=CC=C1)C 1-(2-iodo-6-methylbenzyl)-3-methyl-6-nitro-1H-indazole